4-nitrobutanoic acid ethyl ester C(C)OC(CCC[N+](=O)[O-])=O